N1=CC=CC2=CC(=CC=C12)CC(=O)NCCCOC1=CC=C2CCC3(C2=C1)CCC(CC3)C(=O)O.OC3=C(C=C(C=C3)C(C)(C)C3=CC(=C(C=C3)O)C)C 2,2-bis-(4-hydroxy-3-methylphenyl)propane 6'-{3-[2-(quinolin-6-yl)acetamido]propoxy}-2',3'-dihydrospiro[cyclohexane-1,1'-indene]-4-carboxylate